(±)-3-(1-(3-(5,6,7,8-Tetrahydro-1,8-naphthyridin-2-yl)propyl)-1H-pyrazol-4-yl)-2-((2,4,6-trimethylphenyl)sulfonamido)propanoic acid N1=C(C=CC=2CCCNC12)CCCN1N=CC(=C1)C[C@H](C(=O)O)NS(=O)(=O)C1=C(C=C(C=C1C)C)C |r|